N1-(3-fluoro-2-methyl-4-(4-(trifluoromethyl)piperidin-1-yl)phenyl)cyclohexane-1,4-diamine FC=1C(=C(C=CC1N1CCC(CC1)C(F)(F)F)NC1CCC(CC1)N)C